CC1=CC=C(C=C1)C.CC1=CC(=CC=C1)C.CC1=CC=CC=C1C methyltoluene